Cl.C(CC)OC([C@@](N)(C(C)(C)O)OCN1C=2N=C(NC(C2N=C1)=O)N)=O 2-[(2-amino-1,6-dihydro-6-oxo-9H-purin-9-yl)methoxy]-3-hydroxyL-valine propyl ester hydrochloride